Pyranopyrimidine N1=CN=CC2=C1C=CCO2